(3R)-3-amino-7-[5-(2-aminospiro[3.3]heptan-6-yl)-1,3,4-oxadiazol-2-yl]-5-[(4-chlorophenyl)methyl]-8-fluoro-1,1-dioxo-2,3-dihydro-1λ6,5-benzothiazepin-4-one N[C@H]1CS(C2=C(N(C1=O)CC1=CC=C(C=C1)Cl)C=C(C(=C2)F)C=2OC(=NN2)C2CC1(CC(C1)N)C2)(=O)=O